4,5-bis-(4-dimethylaminophenyl)imidazole CN(C1=CC=C(C=C1)C=1N=CNC1C1=CC=C(C=C1)N(C)C)C